Cl.C12COCC(C=C(C1)C1=CNC3=C1N=NC(=C3)C3=C(C=C(C=C3)C=3C=NNC3)O)N2 2-[7-(3-oxa-9-azabicyclo[3.3.1]non-6-en-7-yl)-5H-pyrrolo[3,2-c]pyridazin-3-yl]-5-(1H-pyrazol-4-yl)phenol hydrochloride